benzothiazolyldisulfide S1C(=NC2=C1C=CC=C2)SSC=2SC1=C(N2)C=CC=C1